C(C)(C)(C)C1N(C[C@@H]([C@H]1O[Si](C1=CC=CC=C1)(C1=CC=CC=C1)C(C)(C)C)O)C(=O)OCCN1C=NC(=C1N)[N+](=O)[O-] 2-(5-amino-4-nitro-1H-imidazole-1-yl)ethan-1-ol tert-butyl-(3S,4S)-3-[(tert-butyldiphenylsilyl)oxy]-4-hydroxypyrrolidine-1-carboxylate